5-fluoro-N-((3R,4R)-4-((3-fluoro-4-(trifluoromethyl)benzyl)oxy)pyrrolidin-3-yl)pyrimidin-2-amine FC=1C=NC(=NC1)N[C@@H]1CNC[C@H]1OCC1=CC(=C(C=C1)C(F)(F)F)F